1-[3-(5-[(5-chlorothiophen-2-yl)methyl]amino-1H-pyrazol-3-yl)pyrrolidin-1-yl]-2-(morpholin-4-yl)ethan-1-one ClC1=CC=C(S1)CNC1=CC(=NN1)C1CN(CC1)C(CN1CCOCC1)=O